N-(2-hydroxyethyl)-2-methyl-8-[4-(trifluoro-methyl)phenyl]-2H,8H-pyrazolo[3,4-b]indole-5-carboxamide OCCNC(=O)C=1C=C2C=3C(N(C2=CC1)C1=CC=C(C=C1)C(F)(F)F)=NN(C3)C